1-bromo-3-(bromomethyl)-5-chlorobenzene BrC1=CC(=CC(=C1)Cl)CBr